ethyl 4-methyl-1-((2-(trimethylsilyl) ethoxy) methyl)-1H-pyrazole-3-carboxylate CC=1C(=NN(C1)COCC[Si](C)(C)C)C(=O)OCC